3-myristoleoylglycero-1-phospho-glycerol C(CCCCCCC\C=C/CCCC)(=O)OCC(COP(=O)(O)OCC(O)CO)O